1-(6,7-dihydro-5H-benzo[6,7]cyclohepta[1,2-c]pyridazin-3-yl)-N3-(6-(3-methylsulfonamidylphenyl)pyridine-3-yl)-1H-1,2,4-triazole-3,5-diamine N1=NC(=CC2=C1C1=C(CCC2)C=CC=C1)N1N=C(N=C1N)NC=1C=NC(=CC1)C1=CC(=CC=C1)NS(=O)(=O)C